C(C1=CC=CC=C1)N1N=NC(=C1)C(=O)N[C@H]1[C@@H]2[C@H](C3=C(NC1=O)C(=CC(=C3)F)F)C2 1-benzyl-N-((1aS,2S,8bR)-5,7-difluoro-3-oxo-1,1a,2,3,4,8b-hexahydrobenzo[b]cycloprop[d]azepin-2-yl)-1H-1,2,3-triazole-4-carboxamide